1-(4-chloro-6-pyrrolidin-1-ylpyrimidin-2-yl)-N,N-dimethylpiperidin-4-amine ClC1=NC(=NC(=C1)N1CCCC1)N1CCC(CC1)N(C)C